C(C1=CC=CC=C1)(=O)N1C(N(C=CC1=O)C1C(N(CC1)C1=CC=C(C=C1)N=C(C1=CC=CC=C1)C1=CC=CC=C1)=O)=O 3-benzoyl-1-(1-(4-((diphenylmethylene)amino)phenyl)-2-oxopyrrolidin-3-yl)pyrimidine-2,4(1H,3H)-dione